FC1=CC=CC2=C1C(=C(O2)C(=O)O)C 4-fluoro-3-methylbenzofuran-2-carboxylic acid